C(C)N(C1=CC=C(C=C1)CN(S(=O)(=O)C1=CC=C(C=C1)OC)C1=CC=C(C=C1)C)CC N-[[4-(diethylamino)phenyl]methyl]-4-methoxy-N-(4-methylphenyl)benzenesulfonamide